C(CSCCCCC)(=O)SCCNC(CCNC([C@@H](C(COP(OP(OC[C@@H]1[C@H]([C@H]([C@@H](O1)N1C=NC=2C(N)=NC=NC12)O)OP(=O)(O)O)(=O)O)(=O)O)(C)C)O)=O)=O 3-thiaoctanoyl-coenzyme a